3-Hydroxy-N-[2-[3-(3-hydroxyphenyl)prop-2-enoyl]phenyl]benzenesulfonamide OC=1C=C(C=CC1)S(=O)(=O)NC1=C(C=CC=C1)C(C=CC1=CC(=CC=C1)O)=O